bis[4-(acryloyloxy-ethoxy)phenyl]methane C(C=C)(=O)OCCOC1=CC=C(C=C1)CC1=CC=C(C=C1)OCCOC(C=C)=O